(Z)-6-bromo-3-((tert-butylamino)methylene)-2-(5-chloro-2-hydroxyphenyl)chroman-4-one BrC=1C=C2C(\C(\C(OC2=CC1)C1=C(C=CC(=C1)Cl)O)=C/NC(C)(C)C)=O